BrC=1C=C(C=CC1)C1(OC(C1)C)C1=NN=CN1C 3-(2-(3-bromophenyl)-4-methyloxetan-2-yl)-4-methyl-4H-1,2,4-triazole